C(C)C1=NC2=CC=C(C(=C2NC1=O)F)CN1CCN(CC1)C=1C=CC(=NC1F)C(=O)NC([2H])([2H])[2H] 5-(4-((2-Ethyl-5-fluoro-3-oxo-4H-quinoxalin-6-yl)methyl)piperazin-1-yl)-6-fluoro-N-(methyl-d3)pyridine-2-carboxamide